N-[5-(methylsulfanyl)-1,3,4-thiadiazol-2-yl]-5-(thiophen-2-yl)pyridine-3-carboxamide CSC1=NN=C(S1)NC(=O)C=1C=NC=C(C1)C=1SC=CC1